FC1=CC=CC2=C1CN(C1=C(COC2)C=C(C=2N1C=NN2)C=2CCN(CC2)C(=O)OC)C(=O)OC(C)(C)C tert-butyl 12-fluoro-4-(1-(methoxycarbonyl)-1,2,3,6-tetrahydropyridin-4-yl)-8,13-dihydro-[1,2,4]triazolo[4',3':1,6]pyrido[3,2-c]benzo[g][1,5]oxazonine-14(6H)-carboxylate